Dibenzyl (E)-2-azido-2-(4-azidobut-2-en-1-yl)malonate N(=[N+]=[N-])C(C(=O)OCC1=CC=CC=C1)(C(=O)OCC1=CC=CC=C1)C\C=C\CN=[N+]=[N-]